4-(1-((5,6-bis(benzyloxy)pyrimidin-4-yl)methyl)-3-isopropyl-2-oxoimidazolin-4-yl)benzene C(C1=CC=CC=C1)OC=1C(=NC=NC1OCC1=CC=CC=C1)CN1C(N(C(C1)C1=CC=CC=C1)C(C)C)=O